O1C(=CC=C1)OC1=CC=C(O1)C=O 5-(furan-2-oxy)furan-2-carbaldehyde